sodium phosphosuccinate P(=O)(=O)C(C(=O)[O-])CC(=O)[O-].[Na+].[Na+]